[Br-].NC1=C(C=NN1CCCCCC)/N=N/C=1N(C=C[N+]1CCCCCC)CCCNC(C(F)(F)F)=O (E)-2-((5-amino-1-hexyl-1H-pyrazol-4-yl)diazenyl)-3-hexyl-1-(3-(2,2,2-trifluoroacetamido)propyl)-1H-imidazol-3-ium bromide